ClC1=CC(=C(C=C1)C1=NC(=CN2C1=NC(=C(C2=O)C)C)[C@H]2C[C@H](OCC2)C=2C=NN(C2)C2CCC2)F 9-(4-chloro-2-fluoro-phenyl)-7-[(2S,4R)-2-(1-cyclobutylpyrazol-4-yl)tetrahydropyran-4-yl]-2,3-dimethyl-pyrazino[1,2-a]pyrimidin-4-one